O1C(=NC2=C1C=CC=C2)CC2CCN(CC2)C(=O)N2C[C@@H]1[C@@H](OCC(N1)=O)CC2 (4aR,8aS)-6-[4-(1,3-benzooxazol-2-ylmethyl)piperidine-1-carbonyl]-4,4a,5,7,8,8a-hexahydropyrido[4,3-b][1,4]oxazin-3-one